4-((3-hydroxy-2-(pyridin-2-yl)-2,4,5,7-tetrahydro-6H-pyrazolo[3,4-c]pyridin-6-yl)methyl)benzonitrile OC=1N(N=C2CN(CCC21)CC2=CC=C(C#N)C=C2)C2=NC=CC=C2